3,5-diiodobenzoic acid IC=1C=C(C(=O)O)C=C(C1)I